BrCCCCCCCC(=O)NC(CCCCCCCC)CCCCCCCC 8-bromo-N-(heptadec-9-yl)octanamide